C(CCC#C)(=O)N[C@@H](CCCN)C(=O)O N-(4-pentynoyl)ornithine